2-amino-3-cyano-4-(2-thienyl)-7-(dimethylamino)-4H-benzopyran NC=1OC2=C(C(C1C#N)C=1SC=CC1)C=CC(=C2)N(C)C